N-(2-(tert-butylamino)-1-(furan-3-yl)-2-oxoethyl)-N-(3-fluoro-4-morpholinophenyl)thiophene-2-carboxamide C(C)(C)(C)NC(C(C1=COC=C1)N(C(=O)C=1SC=CC1)C1=CC(=C(C=C1)N1CCOCC1)F)=O